1-heptadecanoyl-2-heneicosanoyl-glycero-3-phosphocholine C(CCCCCCCCCCCCCCCC)(=O)OCC(OC(CCCCCCCCCCCCCCCCCCCC)=O)COP(=O)([O-])OCC[N+](C)(C)C